1-(5-chloro-1H-indol-3-yl)-2,3-dihydro-1H-pyrrolo[1,2-a]indole ClC=1C=C2C(=CNC2=CC1)C1CCN2C1=CC=1C=CC=CC21